CNC=1N=CC2=C(N1)NC=C2C2=CC=1C=NC=CC1S2 N-methyl-5-(thieno[3,2-c]pyridin-2-yl)-7H-pyrrolo[2,3-d]pyrimidin-2-amine